(2S)-2-({[(9H-fluoren-9-yl)methoxy]carbonyl}amino)-4-[(pyridin-3-yl)carbamoyl]butanoic acid C1=CC=CC=2C3=CC=CC=C3C(C12)COC(=O)N[C@H](C(=O)O)CCC(NC=1C=NC=CC1)=O